2,2-difluorovinyl p-toluenesulfonate CC1=CC=C(C=C1)S(=O)(=O)OC=C(F)F